5-(3-chloro-2-fluoro-4-((tetrahydro-2H-pyran-4-yl)ethynyl)phenoxy)-1H-1,2,3-triazole-4-carboxylic acid ClC=1C(=C(OC2=C(N=NN2)C(=O)O)C=CC1C#CC1CCOCC1)F